tert-butyl 2-(5-(ethoxycarbonyl)-1-((4-nitrophenyl) sulfonyl)-1,2,3,6-tetrahydropyridin-2-yl)-1H-indole-1-carboxylate C(C)OC(=O)C1=CCC(N(C1)S(=O)(=O)C1=CC=C(C=C1)[N+](=O)[O-])C=1N(C2=CC=CC=C2C1)C(=O)OC(C)(C)C